(Z)-N-benZyl-N-(1-(3-methoxyphenyl)buta-1,3-dien-1-yl)acetamide C(C1=CC=CC=C1)N(C(C)=O)\C(=C/C=C)\C1=CC(=CC=C1)OC